FC(C1=CC=C(C=N1)NC(OC1=CC=CC=C1)=O)(F)F Phenyl (6-(trifluoromethyl)pyridin-3-yl)carbamate